N(=[N+]=[N-])CCOCCOCCC(C(=O)N)CCCC 2-(2-(2-(2-azidoethoxy)ethoxy)ethyl)hexanamide